4-Bromo-2-oxoindoline-3-carbaldehyde BrC1=C2C(C(NC2=CC=C1)=O)C=O